[3-[6-(3-pyridyl)imidazo[1,2-b]pyridazin-3-yl]phenyl]methanol N1=CC(=CC=C1)C=1C=CC=2N(N1)C(=CN2)C=2C=C(C=CC2)CO